C(#N)C1C(CNC12CC2)C=2C=NC=CC2 7-cyano-6-(pyridin-3-yl)-4-azaspiro[2.4]heptane